C(C)O[Si](CCCC(C(=O)O)CC(=O)O)(OCC)OCC 3-(triethoxysilyl)propylsuccinic acid